[6-[[3-(1,1-difluoroethyl)-1,2,4-oxadiazol-5-yl]methyl]-2,6-diazaspiro[3.3]heptan-2-yl]-[6-[3-(trifluoromethyl)-1,2,4-triazol-1-yl]-2-azaspiro[3.3]heptan-2-yl]methanone FC(C)(F)C1=NOC(=N1)CN1CC2(CN(C2)C(=O)N2CC3(C2)CC(C3)N3N=C(N=C3)C(F)(F)F)C1